NCCOCCOCCNC(CCCC1=CC=C(C=C1)I)=O N-(2-(2-(2-aminoethoxy)ethoxy)ethyl)-4-(4-iodophenyl)butanamide